[Na+].O1C(CCCC1)C1=C(C=CC=C1)CS(=O)(=O)[O-] (2-(tetrahydro-2H-pyran-2-yl)phenyl)methanesulfonic acid sodium salt